vinyl-tris(n-butoxy)silane C(=C)[Si](OCCCC)(OCCCC)OCCCC